C1(CCC1)[C@@H](C(F)(F)F)NC(=O)NCC1=CC(=NC=C1)OC(F)F 1-[(1S)-1-cyclobutyl-2,2,2-trifluoroethyl]-3-[[2-(difluoromethoxy)pyridin-4-yl]methyl]urea